2-butyl-1-(4-((diethylamino)methyl)benzyl)-1H-imidazo[4,5-d]thieno[3,2-b]pyridin-4-amine C(CCC)C1=NC=2C(=C3C(=NC2N)C=CS3)N1CC1=CC=C(C=C1)CN(CC)CC